TRANS-[(R)-4-(3-Fluoro-5-trifluoromethyl-pyridin-2-yl)-3-hydroxy-3-methyl-tetrahydro-pyran-4-yl]-carbamic acid tert-butyl ester C(C)(C)(C)OC(NC1([C@@](COCC1)(C)O)C1=NC=C(C=C1F)C(F)(F)F)=O